BrC=1C=CC(N(N1)CC)=O 6-bromo-2-ethylpyridazin-3(2H)-one